(R)-6-(3-((3-hydroxy-1-methyl-2-oxopyrrolidin-3-yl)ethynyl)phenyl)pyrido[3,2-d]pyrimidine-4-carbonitrile O[C@@]1(C(N(CC1)C)=O)C#CC=1C=C(C=CC1)C=1C=CC=2N=CN=C(C2N1)C#N